OC=1C=C(CCNC(C2=CC=NC3=CC=CC=C23)P(OCC)(OCC)=O)C=CC1O diethyl (3,4-dihydroxyphenethylamino)(quinolin-4-yl)methylphosphonate